COCC β-methoxyethane